N(=O)CNC(=O)N nitrosylmethylurea